FC1=CC=C(C=C1)NC(=O)N[C@@H]1C(N(C[C@H]1C1=CC=C(C=C1)OC)C(CO)(C)C)=O |o1:11,15| (-)-1-(4-fluorophenyl)-3-[(3S*,4R*)-1-(1-hydroxy-2-methylpropan-2-yl)-4-(4-methoxyphenyl)-2-oxopyrrolidin-3-yl]urea